Cl.N[C@@H](CC1=CC=C(C=C1)O)C(=O)OCC(F)(F)F 2,2,2-Trifluoroethyl L-tyrosinate hydrochloride